N-[2-fluoro-4-[2-[[(3S,5S)-5-fluoro-3-piperidyl]amino]-8-iso-propyl-7-oxo-pteridin-6-yl]phenyl]benzene-sulfonamide FC1=C(C=CC(=C1)C1=NC=2C=NC(=NC2N(C1=O)C(C)C)N[C@@H]1CNC[C@H](C1)F)NS(=O)(=O)C1=CC=CC=C1